FC(C1=NNC=C1CNC(OC(C)(C)C)=O)(F)F tert-Butyl N-[[3-(trifluoromethyl)-1H-pyrazol-4-yl]methyl]carbamate